3-(Difluoromethoxy)-6'-(((1S,3S)-3-(oxazolo[5,4-b]pyridin-2-ylamino)cyclopentyl)amino)-2H-[1,3'-bipyridin]-2-one FC(OC=1C(N(C=CC1)C=1C=NC(=CC1)N[C@@H]1C[C@H](CC1)NC=1OC2=NC=CC=C2N1)=O)F